N-(cyclopropylsulfonyl)-4-((1S,4S,5R)-5-((3-(2,6-dichlorophenyl)-5-(1-fluorocyclopropyl)isoxazol-4-yl)methoxy)-2-azabicyclo[2.2.1]heptan-2-yl)-3-fluorobenzamide C1(CC1)S(=O)(=O)NC(C1=CC(=C(C=C1)N1[C@@H]2C[C@H]([C@H](C1)C2)OCC=2C(=NOC2C2(CC2)F)C2=C(C=CC=C2Cl)Cl)F)=O